CN1C(C(=CC=C1C)C1=NC2=CC=C(C=C2C(N1)=O)C1CCN(CC1)C)=O 2-(1,6-dimethyl-2-oxo-1,2-dihydropyridin-3-yl)-6-(1-methylpiperidin-4-yl)quinazolin-4(3H)-one